6-methyl-N-[rac-1-(aminooxymethyl)-2-(2,4-dimethylphenoxy)ethyl]-3-[3-(trifluoromethyl)phenoxy]Pyridazine-4-carboxamide 3,7-dimethyl-6-octenyl-2-oxobutanoate CC(CCOC(C(CC)=O)=O)CCC=C(C)C.CC1=CC(=C(N=N1)OC1=CC(=CC=C1)C(F)(F)F)C(=O)N[C@H](COC1=C(C=C(C=C1)C)C)CON |r|